1-PHENYLETHANE-1,2-diol C1(=CC=CC=C1)C(CO)O